C(CCC)C(C(=O)OC1CC(N(C(C1)(C)C)C)(C)C)(C(=O)OC1CC(N(C(C1)(C)C)C)(C)C)CC1=CC(=C(C(=C1)C(C)(C)C)O)C(C)(C)C bis(1,2,2,6,6-pentamethyl-4-piperidyl) n-butyl-3,5-di-tert-butyl-4-hydroxybenzylmalonate